8-(1,3-Dimethyl-1H-pyrazol-4-yl)-1-(3-fluoro-5-fluoro-methoxypyridin-4-yl)-7-methoxy-3-methyl-1,3-dihydro-imidazo[4,5-c]quinolin-2-one CN1N=C(C(=C1)C1=CC=2C3=C(C=NC2C=C1OC)N(C(N3C3=C(C(=NC=C3F)OC)F)=O)C)C